C(=CC)[C@H]1C([C@@H]1C(=O)OCC1=C(C(=CC(=C1F)F)F)C)(C)C 2-methyl-3,5,6-trifluorobenzyl (1R)-trans-3-(1-propenyl)-2,2-dimethylcyclopropanecarboxylate